CC1(C2CC(C(CC12)O)=C)C 7,7-dimethyl-4-methylenebicyclo[4.1.0]heptan-3-ol